(E)-9-((3-methylbenzylidene)amino)-2-morpholino-N-phenyl-9H-purin-6-amine CC=1C=C(\C=N\N2C3=NC(=NC(=C3N=C2)NC2=CC=CC=C2)N2CCOCC2)C=CC1